[8-[1-(2-tert-Butoxycarbonylanilino)ethyl]-3,6-dimethyl-4-oxo-chromen-2-yl]indole-1-carboxylic acid tert-butyl ester C(C)(C)(C)OC(=O)N1C(=CC2=CC=CC=C12)C=1OC2=C(C=C(C=C2C(C1C)=O)C)C(C)NC1=C(C=CC=C1)C(=O)OC(C)(C)C